(methylamino)pyrazine CNC1=NC=CN=C1